2-amino-5-chlorobenzotrifluoride NC1=C(C=C(C=C1)Cl)C(F)(F)F